FC1=CNC2=NC=C(C=C21)OC2=C(C(=O)N)C=CC(=C2)N2CCC1(CC(C1)N1C(CN(CC1)CC1=CC=C(C=C1)OC)C1=C(C=CC=C1)C(C)C)CC2 2-((3-fluoro-1H-pyrrolo[2,3-b]pyridin-5-yl)oxy)-4-(2-(2-(2-isopropylphenyl)-4-(4-Methoxybenzyl)piperazin-1-yl)-7-azaspiro[3.5]nonan-7-yl)benzamide